Butanediol tetrachlorate Cl(=O)(=O)O.Cl(=O)(=O)O.Cl(=O)(=O)O.Cl(=O)(=O)O.C(CCC)(O)O